(4-(5-(difluoromethyl)-1,3,4-oxadiazol-2-yl)-2-fluorobenzyl)-N-(3,4-difluorophenyl)thiomorpholine-4-carboxamide FC(C1=NN=C(O1)C1=CC(=C(CC2N(CCSC2)C(=O)NC2=CC(=C(C=C2)F)F)C=C1)F)F